C(#N)C1CC12CNC2 1-cyano-5-azaspiro[2.3]hexane